6-amino-3-benzyloxy-5-[5-(methoxymethoxy)-2-methyl-phenyl]pyrrolo[2,3-b]pyrazine-7-carbonitrile NC1=C(C=2C(=NC(=CN2)OCC2=CC=CC=C2)N1C1=C(C=CC(=C1)OCOC)C)C#N